6-methoxy-1-methyl-1,2-dihydro-3H-benzo[e]Indole-3-carboximidamide COC1=CC=CC=2C=3C(CN(C3C=CC21)C(N)=N)C